ClC1=C(C=C(C(=O)N2CC3=C(NN4C3=CN(C[C@H]4C)[C@H](C)C4=CC(=NC=C4)OC(F)F)C[C@H]2C)C=C1)C(F)(F)F (3R,7R)-2-(4-chloro-3-(trifluoromethyl)benzoyl)-9-((R)-1-(2-(difluoromethoxy)pyridine-4-yl)ethyl)-3,7-dimethyl-1,2,3,4,8,9-hexahydropyrido[4',3':3,4]Pyrazolo[1,5-a]Pyrazine